N-para-aminophenylpyridinium chloride [Cl-].NC1=CC=C(C=C1)[N+]1=CC=CC=C1